BrC1=CC=C(C=C1)N=NC=1N(C(=CN1)CCN1CCOCC1)COCC[Si](C)(C)C 4-(2-(2-((4-bromophenyl)diazenyl)-1-((2-(trimethylsilyl)ethoxy)methyl)-1H-imidazol-5-yl)ethyl)morpholine